[Si](C1=CC=CC=C1)(C1=CC=CC=C1)(C(C)(C)C)O[C@@H](CN(C(OC(C)(C)C)=O)CCO)C tert-butyl (R)-(2-((tert-butyldiphenylsilyl)oxy)propyl)(2-hydroxyethyl)carbamate